1-Methyl-2-(6-trifluoromethoxy-benzothiazol-2-ylamino)-1H-benzoimidazole-5-carboxylic acid [2-(tetrahydro-pyran-2-yl)-ethyl]-amide O1C(CCCC1)CCNC(=O)C1=CC2=C(N(C(=N2)NC=2SC3=C(N2)C=CC(=C3)OC(F)(F)F)C)C=C1